2-(2-((2S,4S)-4-amino-2-(hydroxymethyl)pyrrolidin-1-yl)-6-methylpyrimidin-4-yl)-4-(2-fluoro-6-methoxyphenyl)-2,3-dihydro-1H-pyrrolo[3,4-c]pyridin-1-one N[C@H]1C[C@H](N(C1)C1=NC(=CC(=N1)N1CC=2C(=NC=CC2C1=O)C1=C(C=CC=C1OC)F)C)CO